C(C)OC(C[C@@H](C1=CC(=CC=C1)C=1SC(=CC1)Cl)N)=O (S)-3-amino-3-(3-(5-chlorothien-2-yl)phenyl)propionic acid ethyl ester